(S)-2-((1-((((9H-fluoren-9-yl)methoxy)carbonyl)amino)propan-2-yl)oxy)acetic acid C1=CC=CC=2C3=CC=CC=C3C(C12)COC(=O)NC[C@H](C)OCC(=O)O